3-((9-oxo-9H-xanthen-3-yl)oxy)propyl alcohol O=C1C2=CC=CC=C2OC=2C=C(C=CC12)OCCCO